ClC1=CN=CC=2[C@H]3N(C[C@@H](OC21)C3)C(=O)C3(CCCC3)C ((2S,5S)-9-chloro-2,3-dihydro-2,5-methanopyrido[3,4-f][1,4]oxazepin-4(5H)-yl)(1-methylcyclopentyl)methanone